Dimethylaminopropyltrimethoxysilan CN(C)CCC[Si](OC)(OC)OC